[Ni](O)O.[O-2].[O-2].[Mn+2].[Zn+2] Zinc-Manganese Dioxide Nickel Hydroxide